N[C@H](CCCNC(N)=N)CC(=O)O D-Beta-Homoarginine